C(C)(C)(C)OC(=O)N1C[C@@H]([C@@H](CC1)N1N=C(C=2C1=NC=NC2N)C2=CC=C(C=C2)OC2=CC=CC=C2)F (3S,4R)-4-[4-amino-3-(4-phenoxyphenyl)pyrazolo[3,4-d]pyrimidin-1-yl]-3-fluoro-piperidine-1-carboxylic acid tert-butyl ester